(R)-3-amino-1-(4-((6-amino-9H-purin-9-yl)methyl)-5-ethyl-2'-fluoro-[1,1'-biphenyl]-3-yl)-N-cyclopropylpyrrolidine-3-carboxamide N[C@]1(CN(CC1)C=1C=C(C=C(C1CN1C2=NC=NC(=C2N=C1)N)CC)C1=C(C=CC=C1)F)C(=O)NC1CC1